BrC1=C(C=O)C(=CC=C1)F 2-bromo-6-fluorobenzaldehyde